[Cl-].[Cl-].[NH3+][NH2+]C=1N(N=CC1)CC1=CC=C(C=C1)OC azaniumyl-[2-[(4-methoxyphenyl)methyl]pyrazol-3-yl]ammonium dichloride